6-isopropyl-1-(piperidin-3-yl)-1,3-dihydro-2H-benzo[d]imidazol-2-one C(C)(C)C=1C=CC2=C(N(C(N2)=O)C2CNCCC2)C1